CC1=NC(=CC(=C1)OC=1C=C(C#N)C=CC1C1=NC=C(C=N1)CCN1CCOCC1)N1CCOCC1 3-(2-methyl-6-morpholin-4-ylpyridin-4-yl)oxy-4-[5-(2-morpholin-4-ylethyl)pyrimidin-2-yl]benzonitrile